O=C1NC(CCC1N1C(C2=CC=C(C=C2C=N1)C#CCCCN1CCC(CC1)COC=1C=NC(=NC1)C=1C=C(CN2N=CC=CC2=O)C=CC1)=O)=O 1-(3-(5-((1-(5-(2-(2,6-dioxopiperidin-3-yl)-1-oxo-1,2-dihydrophthalazine-6-yl)pent-4-yn-1-yl)piperidin-4-yl)methoxy)pyrimidin-2-yl)benzyl)-6-oxo-1,6-dihydropyridazine